FC=1C=C(CC=2C=C3C(=NNC3=CC2)NC(C2=C(C=C(C=C2)N2CCN(CC2)CCCOC=2C=C3C=CN(C3=CC2)C2C(NC(CC2)=O)=O)NC2CCOCC2)=O)C=C(C1)F N-(5-(3,5-difluorobenzyl)-1H-indazol-3-yl)-4-(4-(3-((1-(2,6-dioxopiperidin-3-yl)-1H-indol-5-yl)oxy)propyl)piperazin-1-yl)-2-((tetrahydro-2H-pyran-4-yl)amino)benzamide